(S)-2-((2,2-dimethyl-1,3-dioxolan-4-yl)methyl)-8-fluoro-2,6-naphthyridin-1(2H)-one CC1(OC[C@@H](O1)CN1C(C2=C(C=NC=C2C=C1)F)=O)C